tert-butyl 4-(6,6-difluorohexahydropyrrolo[3,2-b]pyrrol-1(2H)-yl)-2,2-dimethylbutanoate hydrochloride Cl.FC1(CNC2C1N(CC2)CCC(C(=O)OC(C)(C)C)(C)C)F